2-ethyl-N-(2-methoxyl-1-methylethyl)-6-methylaniline C(C)C1=C(NC(COC)C)C(=CC=C1)C